[Cl-].C(=O)(C(=C)C)C[N+](C)(C)CCC methacryl-propyl-trimethyl-ammonium chloride